C1(=CC=CC=C1)C(C(=O)O)=CC=1SC=CC1 2-phenyl-3-(2-thienyl)acrylic acid